C(C)C=1N=CC=2CCC[C@@H](C2C1)N[S@@](=O)C(C)(C)C (S)-N-((S)-3-ethyl-5,6,7,8-tetrahydroisoquinolin-5-yl)-2-methylpropane-2-sulfinamide